5-amino-2-(2,6-dioxopiperidin-3-yl)-4-fluoroisoindoline-1,3-dione NC=1C(=C2C(N(C(C2=CC1)=O)C1C(NC(CC1)=O)=O)=O)F